methyl 4-(N-((7-(5-(difluoromethyl)-1,3,4-oxadiazol-2-yl)imidazo[1,2-a]pyridin-2-yl)methyl)-N-phenylsulfamoyl)piperazine-1-carboxylate FC(C1=NN=C(O1)C1=CC=2N(C=C1)C=C(N2)CN(S(=O)(=O)N2CCN(CC2)C(=O)OC)C2=CC=CC=C2)F